3-(methyl-d3)quinazolin-4(3H)-one C(N1C=NC2=CC=CC=C2C1=O)([2H])([2H])[2H]